CC=1NC(=C(C1C(=O)O)C)C 2,4,5-trimethyl-1H-pyrrole-3-carboxylic acid